6-(2,4-dichloro-7-((2-(trimethylsilyl)ethoxy)methyl)-7H-pyrrolo[2,3-d]pyrimidin-5-yl)-3-((tetrahydro-2H-pyran-2-yl)oxy)quinoline ClC=1N=C(C2=C(N1)N(C=C2C=2C=C1C=C(C=NC1=CC2)OC2OCCCC2)COCC[Si](C)(C)C)Cl